(S)-1-(benzo[b]thiophen-6-yl)-N-((1R,2R)-1-(2,3-dihydrobenzo[b][1,4]dioxin-6-yl)-1-hydroxy-3-(pyrrolidin-1-yl)propan-2-yl)pyrrolidine-3-carboxamide S1C2=C(C=C1)C=CC(=C2)N2C[C@H](CC2)C(=O)N[C@@H]([C@H](O)C2=CC1=C(OCCO1)C=C2)CN2CCCC2